CSCCOC=1C=C2C(=CNC2=CC1)CCNC(C)=O N-[2-(5-Methylthioethoxy-1H-indol-3-yl)ethyl]acetamide